C1(CCCCC1)C[C@H](C(=O)N1CC(C(CC1)(O)CN1C(C=C(C(=C1)C(=O)N1CCOCC1)C1=CC=CC=C1)=O)(C)C)C 1-((1-((R)-3-cyclohexyl-2-methylpropionyl)-4-hydroxy-3,3-dimethylpiperidine-4-Yl)methyl)-5-(morpholine-4-carbonyl)-4-phenylpyridin-2(1H)-one